tert-butyl (2R,5S)-4-(2-(chloromethyl)-3-ethyl-6-fluoro-4-methyl-5-oxo-4,5-dihydro-3H-imidazo[4,5-b]pyridin-7-yl)-2,5-dimethylpiperazine-1-carboxylate ClCC1=NC2=C(N(C(C(=C2N2C[C@H](N(C[C@@H]2C)C(=O)OC(C)(C)C)C)F)=O)C)N1CC